NC=1N=CC(=NC1C=1OC(=NN1)C1=C(C=CC=C1)F)C1=CC=C(C=C1)S(=O)(=O)C(CCO)C 3-[4-[5-amino-6-[5-(2-fluorophenyl)-1,3,4-oxadiazol-2-yl]pyrazin-2-yl]phenyl]sulfonylbutan-1-ol